glycerol mono-lactate C(C(O)C)(=O)OCC(O)CO